C(=C\CCCCCCC)/C(C(=O)N1CCCCC1)=C (E)-2-(nonenyl)-1-(piperidin-1-yl)prop-2-en-1-one